3-amino-5-bromobenzotrifluoride NC=1C=C(C=C(C1)Br)C(F)(F)F